Cl.ClC1=C(C(=CC=C1)Cl)C=1C=C2C(=NNC2=CC1)NC(C[C@H]1NCCC1)=O N-[5-(2,6-dichlorophenyl)-1H-indazol-3-yl]-2-[(2S)-pyrrolidin-2-yl]acetamide hydrochloride